C1(CC1)S(=O)(=O)C=1C=C(C=CC1OCC1CCN(CC1)S(=O)(=O)C)CO (3-(cyclopropylsulfonyl)-4-((1-(methylsulfonyl)piperidin-4-yl)methoxy)phenyl)methanol